benzyl 4-[3-(tert-butoxycarbonylamino)propyl]-4-(2-tert-butoxy-2-oxo-ethyl)piperazin-4-ium-1-carboxylate formate C(=O)[O-].C(C)(C)(C)OC(=O)NCCC[N+]1(CCN(CC1)C(=O)OCC1=CC=CC=C1)CC(=O)OC(C)(C)C